5-chloro-N'-phenyl-N'-(prop-2-yn-1-yl)thiophene-2-sulfonylhydrazine ethyl-4-{2-[(piperidin-3-yl)amino]-5-(trifluoromethyl)pyrimidin-4-yl}-1H-pyrrol-2-carboxylate C(C)OC(=O)C=1NC=C(C1)C1=NC(=NC=C1C(F)(F)F)NC1CNCCC1.ClC1=CC=C(S1)S(=O)(=O)NN(CC#C)C1=CC=CC=C1